C(C)(C)(C)C1=CC(=NN1)C1=NC=CC=C1 5-tertiary butyl-3-[2-pyridyl]pyrazole